6-((1-fluorocyclopropyl)methoxy)-N-(pyrimidin-5-yl)isoquinolin-1-amine FC1(CC1)COC=1C=C2C=CN=C(C2=CC1)NC=1C=NC=NC1